3,5-dicyano-N-(3,5-dimethoxybenzyl)thiophenylamide C(#N)C=1C=C(C=C(C1)C#N)[N-]SCC1=CC(=CC(=C1)OC)OC